Neodymium benzenesulfonate C1(=CC=CC=C1)S(=O)(=O)[O-].[Nd+3].C1(=CC=CC=C1)S(=O)(=O)[O-].C1(=CC=CC=C1)S(=O)(=O)[O-]